Racemic-3-((3-((3R,5R)-5-(5-chloropyridin-2-yl)tetrahydrofuran-3-yl)-1,2,4-oxadiazol-5-yl)methyl)-5-methylpyrazolo[5,1-f][1,2,4]triazin-4(3H)-one ClC=1C=CC(=NC1)[C@H]1C[C@@H](CO1)C1=NOC(=N1)CN1C=NN2C(C1=O)=C(C=N2)C |r|